IC1=CC=C(C=C1)/C(=C/C(=O)OCC)/[Sn](CCCC)(CCCC)CCCC Ethyl (Z)-3-(4-iodophenyl)-3-(tributylstannyl)acrylate